9b-Chloro-4b-hydroxy-4-nitro-7-(trifluoromethoxy)-4b,9b-dihydro-10H-indeno[1,2-b]benzofuran-10-one ClC12C(OC3=C1C=CC(=C3)OC(F)(F)F)(C3=C(C=CC=C3C2=O)[N+](=O)[O-])O